FC1=C(C2=C(C(=C(C(=C2C(=C1F)F)F)F)F)F)[B-](C1=C(C(=C(C2=C(C(=C(C(=C12)F)F)F)F)F)F)F)(C1=C(C(=C(C2=C(C(=C(C(=C12)F)F)F)F)F)F)F)C1=C(C(=C(C2=C(C(=C(C(=C12)F)F)F)F)F)F)F.C[NH+](C1=CC=CC=C1)CCCCCCCCCCCCCCCCCC N-methyl-N-octadecylanilinium tetrakis(perfluoronaphthyl)borate